C1(CC=CCC1)C=O 3-cyclohexenecarboxaldehyde